((6-chloro-2,3-dihydrobenzofuran-5-yl)amino)-9-cyclohexyl-7-methyl-7,9-dihydro-8H-purin-8-one ClC1=CC2=C(CCO2)C=C1NC1=NC=C2N(C(N(C2=N1)C1CCCCC1)=O)C